2,4-dichlorobenzoyl-CoA ClC1=C(C(=O)SCCNC(CCNC([C@@H](C(COP(OP(OC[C@@H]2[C@H]([C@H]([C@@H](O2)N2C=NC=3C(N)=NC=NC23)O)OP(=O)(O)O)(=O)O)(=O)O)(C)C)O)=O)=O)C=CC(=C1)Cl